COCC1(CCCC1)COC 1,1-dimethyloxymethylcyclopentane